tert-butyl (R)-(6-(4-((((1-(2-chlorophenyl)ethoxy)carbonyl)amino)methyl)-3-methylisoxazol-5-yl)-2-methylpyridin-3-yl)carbamate ClC1=C(C=CC=C1)[C@@H](C)OC(=O)NCC=1C(=NOC1C1=CC=C(C(=N1)C)NC(OC(C)(C)C)=O)C